3-[4-[4-(2-hydroxyethyl)-1-piperidyl]-3-methyl-2-oxo-benzimidazol-1-yl]piperidine-2,6-dione OCCC1CCN(CC1)C1=CC=CC=2N(C(N(C21)C)=O)C2C(NC(CC2)=O)=O